6-(3-Chloro-6-(difluoromethyl)-2-fluorophenyl)-3-methyl-N-(1-(1-(4-methyl-2-((1R,5S)-2-oxo-3-azabicyclo[3.1.0]hexan-3-yl)pyrimidin-5-yl)ethyl)-1H-pyrazol-4-yl)pyrazine-2-carboxamide ClC=1C(=C(C(=CC1)C(F)F)C1=CN=C(C(=N1)C(=O)NC=1C=NN(C1)C(C)C=1C(=NC(=NC1)N1C([C@@H]2C[C@@H]2C1)=O)C)C)F